3-pentyldecyl 7-((3-(1H-imidazol-1-yl)propyl)(7-oxo-7-((3-pentyldecyl)oxy)heptyl)amino)-6-hydroxyheptanoate N1(C=NC=C1)CCCN(CC(CCCCC(=O)OCCC(CCCCCCC)CCCCC)O)CCCCCCC(OCCC(CCCCCCC)CCCCC)=O